(S)-7-(5-(3-(dimethylamino)pyrrolidin-1-yl)-1H-benzo[d]imidazol-2-yl)-4-(1H-pyrrolo[2,3-b]pyridin-3-yl)isoindol-1-one CN([C@@H]1CN(CC1)C1=CC2=C(NC(=N2)C=2C=CC(=C3C=NC(C23)=O)C2=CNC3=NC=CC=C32)C=C1)C